ClC1=CC(=C(O[C@H](C(=O)O)C)C=C1)C#C (2S)-2-(4-chloro-2-ethynylphenoxy)propionic acid